1-ethyl-3-methylimidazole ethylsulfate salt C(C)OS(=O)(=O)O.C(C)N1CN(C=C1)C